C(#N)C(CCCC(C(=O)O)(C)C1=CC(=CC=C1)I)(C)C 6-cyano-2-(3-iodophenyl)-2,6-dimethylheptanoic acid